N1CC(CCC1)N1C=CC2=C(C=CC=C12)N1C(NC(CC1)=O)=O 1-(1-(piperidin-3-yl)-1H-indol-4-yl)dihydropyrimidine-2,4(1H,3H)-dione